bromo-1'-(cyclobutylmethyl)spiro[cyclopropane-1,3'-indoline]-2'-one BrC1=C2C3(C(N(C2=CC=C1)CC1CCC1)=O)CC3